tert-butyl N-[(1R)-2-[(4-bromo-1,5-dimethyl-pyrazol-3-yl)methoxy]-1-methyl-ethyl]-N-methyl-carbamate BrC=1C(=NN(C1C)C)COC[C@@H](C)N(C(OC(C)(C)C)=O)C